[I-].[O-2].[Mn+3] manganese oxide iodide